1-(4-(6-chloro-7-phenylquinolin-4-yl)piperazin-1-yl)prop-2-en-1-one ClC=1C=C2C(=CC=NC2=CC1C1=CC=CC=C1)N1CCN(CC1)C(C=C)=O